4-chlorophenyl (4-(1-((1-(fluoromethyl)cyclopropyl)methyl)-1H-pyrazol-4-yl)-5-methylpyrimidin-2-yl)carbamate FCC1(CC1)CN1N=CC(=C1)C1=NC(=NC=C1C)NC(OC1=CC=C(C=C1)Cl)=O